C(C)OC(NC[C@H]1OC2=C(C1)C1=C(N=C(S1)C1=C3N=CC(=NC3=CC(=C1)C)OC)C=C2F)=O (S)-((5-fluoro-2-(2-methoxy-7-methylquinoxalin-5-yl)-7,8-dihydrobenzofuro[5,4-d]thiazol-7-yl)methyl)carbamic acid ethyl ester